OC(C)C=1C=C(C2=C(N=C(O2)N2CC3N(C(C2)C3)C(=O)OC(C)(C)C)C1OC(F)(F)F)C=1SC=CN1 racemic-tert-butyl 3-(5-(1-hydroxyethyl)-7-(thiazol-2-yl)-4-(trifluoromethoxy)benzo[d]oxazol-2-yl)-3,6-diazabicyclo[3.1.1]heptane-6-carboxylate